C(C)N1N=CC(=C1)CC=1C(NC=CC1)=O 3-[(1-ethyl-1H-pyrazol-4-yl)methyl]Pyridin-2(1H)-one